ClC1=C2C(=NC(=C1)Cl)SC=C2 4,6-dichlorothieno[2,3-b]pyridine